7-fluoro-6-methoxyindole-2,3-dione FC=1C(=CC=C2C(C(NC12)=O)=O)OC